FC1=C2C=NCN(C2=CC=C1)CC1=CC(=C(C=C1)F)C(=O)N1CCN(CC1)C1=NC=CC=N1 5-fluoro-1-(4-fluoro-3-(4-(pyrimidin-2-yl)piperazine-1-carbonyl)benzyl)quinazoline